N-(3-methoxypropyl)-N-methyl-4-({4-[({2-[methyl(methylsulfonyl)amino]pyridin-3-yl}methyl)amino]-5-(trifluoromethyl)pyrimidin-2-yl}amino)benzamide COCCCN(C(C1=CC=C(C=C1)NC1=NC=C(C(=N1)NCC=1C(=NC=CC1)N(S(=O)(=O)C)C)C(F)(F)F)=O)C